C[C@H]1N(CCOC1)C=1C=C(C=2N(N1)C(=CN2)C2=CC=NN2)C2=CC=NN2CC (R)-3-methyl-4-(8-(1-ethyl-1H-pyrazol-5-yl)-3-(1H-pyrazol-5-yl)imidazo[1,2-b]pyridazin-6-yl)morpholine